6-bromo-3-(2-oxopropoxy)benzofuran-2-carboxylic acid methyl-4-bromo-2-hydroxybenzoate COC(C1=C(C=C(C=C1)Br)O)=O.BrC1=CC2=C(C(=C(O2)C(=O)O)OCC(C)=O)C=C1